C1(CC1)C1=NN2C(N(C(C(CC2)NC(=O)C2=NN(C=N2)CC2=NC(=CC=C2)C)=O)C)=C1 N-(2-Cyclopropyl-4-methyl-5-oxo-5,6,7,8-tetrahydro-4H-pyrazolo[1,5-a][1,3]diazepin-6-yl)-1-((6-methylpyridin-2-yl)methyl)-1H-1,2,4-triazol-3-carboxamid